[1,4]dioxine O1C=COC=C1